COC(C1=C(N=C(C=C1)Cl)O[C@@H]1CN(CC1)C(=O)OC(C)(C)C)=O 2-[(3S)-1-tert-Butoxycarbonylpyrrolidin-3-yl]oxy-6-chloro-nicotinic acid methyl ester